oxavalerate C(OCCC)(=O)[O-]